1-cyclopropyl-1H-pyrazolo[3,4-b]pyridin-6-amine C1(CC1)N1N=CC=2C1=NC(=CC2)N